2-((3-(2,6-Dioxopiperidin-3-yl)-1-methyl-1H-indazol-7-yl)oxy)-N-(thiazol-2-ylmethyl)acetamide O=C1NC(CCC1C1=NN(C2=C(C=CC=C12)OCC(=O)NCC=1SC=CN1)C)=O